N-(3-(N-(tert-butyl)sulfamoyl)phenyl)-5-((1-hydroxy-2-methylpropan-2-yl)amino)-3-(4-(methoxymethyl)piperidin-1-yl)pyrazine-2-carboxamide C(C)(C)(C)NS(=O)(=O)C=1C=C(C=CC1)NC(=O)C1=NC=C(N=C1N1CCC(CC1)COC)NC(CO)(C)C